iron (II) (octyl phosphinate) C(CCCCCCC)P([O-])=O.[Fe+2].C(CCCCCCC)P([O-])=O